4-[5-({[4-(Aminomethyl)phenyl]methyl}amino)-4-methoxy-1-(5-methylfuran-3-carbonyl)-1H-pyrazol-3-yl]-1-(2,2-dimethylpropanoyl)pyrrolidin-3-on NCC1=CC=C(C=C1)CNC1=C(C(=NN1C(=O)C1=COC(=C1)C)C1C(CN(C1)C(C(C)(C)C)=O)=O)OC